tert-butyl 3-(5-bromo-4-fluoro-6-methoxy-benzothien-2-yl)-3-oxopropionate BrC=1C(=CC2=C(C=C(S2)C(CC(=O)OC(C)(C)C)=O)C1F)OC